[OH-].C[NH+](CCC(C)S(=O)(=O)O)C dimethyl-(3-sulfobutyl)ammonium hydroxide